benzyl 3-(hydroxymethyl)azepane-1-carboxylate OCC1CN(CCCC1)C(=O)OCC1=CC=CC=C1